2-(3,9-diazabicyclo[3.3.1]nonan-3-yl)-4-methyl-7-(thiazol-2-yl)benzo[d]oxazole C12CN(CC(CCC1)N2)C=2OC1=C(N2)C(=CC=C1C=1SC=CN1)C